(R)-cyclopropyl-(4-(4-((1-(3-(difluoromethyl)-2-fluorophenyl)ethyl)amino)-7-methoxy-2-methylpyrido[2,3-d]pyrimidin-6-yl)-4-hydroxypiperidin-1-yl)methanone C1(CC1)C(=O)N1CCC(CC1)(O)C1=CC2=C(N=C(N=C2N[C@H](C)C2=C(C(=CC=C2)C(F)F)F)C)N=C1OC